C(C=C)(=O)OOS(=O)(=O)C1=C(C=C(C=C1C(C)C)C(C)C)C(C)C 2,4,6-triisopropylbenzenesulfonyloxy acrylate